NC(C)(C)C=1N=C(SC1Cl)NS(=O)(=O)C1CC1 N-(4-(2-Aminopropan-2-yl)-5-chlorothiazol-2-yl)cyclopropanesulfonamide